(R)-N'-((1,2,3,5,6,7-hexahydro-s-indacen-4-yl)carbamoyl)-2-(2-hydroxypropan-2-yl)thiazole-4-sulfonimidamide C1CCC2=C(C=3CCCC3C=C12)NC(=O)N=[S@](=O)(N)C=1N=C(SC1)C(C)(C)O